C(C1=CC=CC=C1)N1[C@H](CN(CC1)CC1OCCC1)CCNC(=O)O[C@H]1[C@H](N(C[C@@H]1OC(=O)OC(C)(C)C)C(=O)OC(C)(C)C)CC1=CC=C(C=C1)OC tert-butyl (2R,3S,4S)-3-[({2-[(2S)-1-benzyl-4-(oxolan-2-ylmethyl)piperazin-2-yl]ethyl}carbamoyl)oxy]-4-[(tert-butoxycarbonyl)oxy]-2-[(4-methoxyphenyl)methyl]pyrrolidine-1-carboxylate